2-[(4-{2-[(4-chloro-2-fluorobenzyl) oxy] pyridin-3-yl} piperazin-1-yl) methyl]-1-[(2S)-oxetan-2-ylmethyl]-1H-benzimidazole-6-carboxylate ClC1=CC(=C(COC2=NC=CC=C2N2CCN(CC2)CC2=NC3=C(N2C[C@H]2OCC2)C=C(C=C3)C(=O)[O-])C=C1)F